ClC=1C=NC(=C(C(=O)NC2CCC(CC2)CN2C(N(C3=C2C=CC=C3)C3=CC2=C(N(C(O2)=O)C)C=C3)=O)C1)C 5-chloro-2-methyl-N-((1r,4r)-4-((3-(3-methyl-2-oxo-2,3-dihydrobenzo[d]oxazol-6-yl)-2-oxo-2,3-dihydro-1H-benzo[d]imidazol-1-yl)methyl)cyclohexyl)nicotinamide